N1CC(C1)CN(C=1C=NC2=CC=C(N=C2C1)C=1C(=NNC1)C1=C(C=C(C(=C1)Cl)F)F)C N-(azetidin-3-ylmethyl)-6-[3-(5-chloro-2,4-difluoro-phenyl)-1H-pyrazol-4-yl]-N-methyl-1,5-naphthyridin-3-amine